ClC1=NC=CC(=N1)C(C)C 2-Chloro-4-isopropylpyrimidine